C(#N)C1=CC=C(C(=O)N[C@H](C(=O)N2CCN(CC2)CCS(=O)(=O)C)CCCN[C@H]2[C@@H](C2)C2=CC=C(C=C2)F)C=C1 4-Cyano-N-[(2S)-5-[[(1R,2S)-2-(4-fluorophenyl)cyclopropyl]amino]-1-[4-(2-methanesulfonylethyl)-piperazin-1-yl]-1-oxopentan-2-yl]benzamide